methyl (R)-4-(2-amino-3-hydroxypropyl)-7-bromo-2,2-difluoro-3,4-dihydro-2H-thieno[3,4-b][1,4]oxazine-5-carboxylate N[C@H](CN1C=2C(OC(C1)(F)F)=C(SC2C(=O)OC)Br)CO